2-(dimethylamino)-1-(4-(5-ethyl-6-(8-methyl-[1,2,4]triazolo[1,5-a]pyridin-6-yl)-1H-indazol-3-yl)piperidin-1-yl)ethan-1-one CN(CC(=O)N1CCC(CC1)C1=NNC2=CC(=C(C=C12)CC)C=1C=C(C=2N(C1)N=CN2)C)C